5-bromo-7-methylimidazo[1,2-a]pyridine BrC1=CC(=CC=2N1C=CN2)C